FC(C1(CN(C=C1)C1=NC(=NC(=N1)C1=NC(=CC=C1)C(F)(F)F)NC1=CC(=NC=C1)C(F)(F)F)O)(F)F (3-trifluoromethyl-3-hydroxypyrrol-1-yl)-6-(6-(trifluoromethyl)pyridin-2-yl)-N-(2-(trifluoromethyl)pyridin-4-yl)-1,3,5-triazin-2-amine